ClC=1C(=NC(=NC1)NC1=CC=C(C=C1)S(=O)(=N)C)C1=CNC2=C(C=CC=C12)NC(C=C)=O N-[3-[5-chloro-2-[4-(methylsulfonimidoyl)anilino]pyrimidin-4-yl]-1H-indol-7-yl]prop-2-enamide